C(CC)[Si](OCCC)(OCCC)OCCC Propyltripropoxysilan